BrC=1C2=C(C(=NC1)NCC=1C=C(C=CC1)NC(OC(C)(C)C)=O)CCO2 tert-Butyl (3-(((7-bromo-2,3-dihydrofuro[3,2-c]pyridin-4-yl)amino)methyl)-phenyl)carbamate